C(C=C)(=O)N1C[C@H](C[C@@H]1COC)N1N=C(C(=C1NC)C(=O)N)C#CC1=C(C2=C(N(C(=N2)C)C)C=C1)F 1-((3S,5R)-1-acryloyl-5-(methoxymethyl)pyrrolidin-3-yl)-3-((4-fluoro-1,2-dimethyl-1H-benzo[d]imidazol-5-yl)ethynyl)-5-(methylamino)-1H-pyrazole-4-carboxamide